FC=1C=CC(=NC1C(F)(F)F)[C@H](NC(=O)N1[C@@H](C(NCC1)=O)C)C1=CC=C(C=C1)OCC(F)(F)F (2R)-N-((R)-(5-fluoro-6-(trifluoromethyl)pyridin-2-yl)(4-(2,2,2-trifluoro-ethoxy)phenyl)methyl)-2-methyl-3-oxopiperazine-1-carboxamide